(l)-2-(3-(6-amino-5-(2-(methylamino)ethoxy)pyrimidin-4-yl)-5-fluoro-2-(hydroxymethyl)-phenyl)-6-cyclopropyl-3,4-dihydroisoquinolin-1(2H)-one NC1=C(C(=NC=N1)C=1C(=C(C=C(C1)F)N1C(C2=CC=C(C=C2CC1)C1CC1)=O)CO)OCCNC